[1-(4-Nitrophenyl)piperidin-4-yl]morpholine [N+](=O)([O-])C1=CC=C(C=C1)N1CCC(CC1)N1CCOCC1